2-chloro-5-methoxypyridin-4-ylboronic Acid ClC1=NC=C(C(=C1)B(O)O)OC